BrC=1C(=NC(=NC1)NC(N(CC1=NC=CC=C1)C)=O)C1=CC=C(C=C1)F 3-(5-bromo-4-(4-fluorophenyl)pyrimidin-2-yl)-1-methyl-1-(pyridin-2-ylmethyl)-urea